(S)-1'-(3-(2,3-dichlorophenyl)-5-((2,4-dimethoxybenzyl)amino)-1,6-naphthyridin-7-yl)-1,3-dihydrospiro[indene-2,4'-piperidine] ClC1=C(C=CC=C1Cl)C=1C=NC2=CC(=NC(=C2C1)NCC1=C(C=C(C=C1)OC)OC)N1CCC2(CC1)CC1=CC=CC=C1C2